C(C)(=O)[O-].C[N+]1(CCCCC1)CC1=CC=C(C=C1)C=C methyl-1-(4-vinylbenzyl)-piperidin-1-ium acetate